1-(5-bromothien-2-yl)cyclohexan-1-ol 4,4,4-trifluoro-2-[(methylamino)methyl]butanoate FC(CC(C(=O)OC1(CCCCC1)C=1SC(=CC1)Br)CNC)(F)F